6-chloro-1-(2-cyclobutylphenyl)-7-(2-fluorophenyl)-4-((2S)-2-methyl-4-(2-propenoyl)-1-piperazinyl)pyrido[2,3-d]pyrimidin-2(1H)-one ClC1=CC2=C(N(C(N=C2N2[C@H](CN(CC2)C(C=C)=O)C)=O)C2=C(C=CC=C2)C2CCC2)N=C1C1=C(C=CC=C1)F